4-((17-amino-3,6,9,12,15-pentaoxaheptadecyl)amino)-N-(5-isopropylthiazol-2-yl)-2-methylbenzamide NCCOCCOCCOCCOCCOCCNC1=CC(=C(C(=O)NC=2SC(=CN2)C(C)C)C=C1)C